2-(9-bromo-3-oxo-1H-imidazo[1,5-a]indol-2(3H)-yl)glutaric acid BrC1=C2N(C=3C=CC=CC13)C(N(C2)C(C(=O)O)CCC(=O)O)=O